FC=1C=C(C=CC1)C1=NN(C=C1C1=CC=NC=C1)C 4-(3-(3-fluorophenyl)-1-methyl-1H-pyrazol-4-yl)pyridine